C(C1=CC=CC=C1)N(C1=CC=C2[C@H](CC[C@]3(CC=4N=C(N=C(C4CO3)Cl)SC)C2=C1Br)C)CC1=CC=CC=C1 (1S,4S)-N,N-dibenzyl-8-bromo-4'-chloro-4-methyl-2'-(methylthio)-3,4,5',8'-tetrahydro-2H-spiro[naphthalene-1,7'-pyrano[4,3-d]pyrimidin]-7-amine